C(C)C=1N=C(SC1)[C@H](CC1=CC=C(C=C1)NS(=O)(=O)O)NC(C(CC1=CC=CC=C1)C1=CC(=CC=C1)F)=O (S)-4-{2-(4-ethylthiazol-2-yl)-2-[2-(3-fluorophenyl)-3-phenylpropionylamino]-ethyl}phenylaminosulfonic acid